BrC=1C=CC(=C(C1)C(C(=O)OCC)C#N)[N+](=O)[O-] ethyl 2-(5-bromo-2-nitrophenyl)-2-cyanoacetate